3-(5-((2,3-difluoro-6-(2-morpholinothiazol-4-yl)phenoxy)methyl)-4-fluoro-1-oxoisoindoline-2-yl)piperidine-2,6-dione FC1=C(OCC=2C(=C3CN(C(C3=CC2)=O)C2C(NC(CC2)=O)=O)F)C(=CC=C1F)C=1N=C(SC1)N1CCOCC1